3-(pyrazino[1',2':1,5]pyrazolo[4,3-c][2,6]naphthyridin-6-ylamino)phenol C1=C2C=3C(N(CC2=CC=N1)NC=1C=C(C=CC1)O)=C1N(N3)C=CN=C1